CC1=C(C=C(C=C1)[N+](=O)[O-])N1C(N=C(C=C1)C=1C=NC=CC1)O N-(2-methyl-5-nitrophenyl)-4-(3-pyridyl)-2-pyrimidineol